C(C1=CC=CC=C1)NC1=NC(=CN=C1S(=O)(=O)C)NC1=NNC(=C1)C(C)C N2-benzyl-N6-(5-isopropyl-1H-pyrazol-3-yl)-3-(methylsulfonyl)pyrazine-2,6-diamine